6-Cyclopropyl-4-(7-fluoro-1H-indazol-4-yl)-3-pyridin-1-ium-1-yl-1H-1,7-phenanthroline-2-one C1(CC1)C=1C=C2C(=C(C(NC2=C2C=CC=NC12)=O)[N+]1=CC=CC=C1)C1=C2C=NNC2=C(C=C1)F